OC[C@H](C1=CC=CC=C1)N1CCC(CC1)C=1C=C2CN(C(C2=CC1)=O)C1C(NC(CC1)=O)=O 3-(5-(1-((S)-2-hydroxy-1-phenylethyl)piperidin-4-yl)-1-oxoisoindolin-2-yl)piperidine-2,6-dione